1-((3S,4R)-4-(3-((4-amino-5-(2-methoxy-4-(6-methylpyridin-2-yloxy)phenyl)-7-methyl-7H-pyrrolo[2,3-d]pyrimidin-6-yl)ethynyl)azetidin-1-yl)-3-hydroxypiperidin-1-yl)prop-2-en-1-one NC=1C2=C(N=CN1)N(C(=C2C2=C(C=C(C=C2)OC2=NC(=CC=C2)C)OC)C#CC2CN(C2)[C@H]2[C@H](CN(CC2)C(C=C)=O)O)C